2-hydroxy-propionic acid methyl ester COC(C(C)O)=O